N1-(4-butylphenyl)cyclohexane-1,4-diamine C(CCC)C1=CC=C(C=C1)NC1CCC(CC1)N